OC(C)(C)OO 2-hydroxy-2-propylhydroperoxide